3-(4-(((2-fluoro-4-methoxyphenethyl)(4,5,7-trifluorobenzo[d]thiazol-2-yl)amino)methyl)phenyl)propiolic acid FC1=C(CCN(C=2SC3=C(N2)C(=C(C=C3F)F)F)CC3=CC=C(C=C3)C#CC(=O)O)C=CC(=C1)OC